Tert-Butyl (S)-(1-(4,4-difluorocyclohexyl)-3-iodo-2-oxopropyl)carbamate FC1(CCC(CC1)[C@@H](C(CI)=O)NC(OC(C)(C)C)=O)F